C(#N)C=1C=NN2C1C(=CC(=C2)C=2C=NN(C2)C)C=2C=CC(=NC2)N2[C@@H]1CC3CC(C[C@@H]2C3)(C1)NC([O-])=O ((1R,3S,5s,7s)-2-(5-(3-cyano-6-(1-methyl-1H-pyrazol-4-yl)pyrazolo[1,5-a]pyridin-4-yl)pyridin-2-yl)-2-azaadamantan-5-yl)carbamate